butyl-(2-chloro-6-((1-(methoxycarbonyl)-1,2,3,4-tetrahydronaphthalen-1-yl) methyl)-5-nitropyrimidin-4-yl)-2,6-dimethylpiperazine-1-carboxylate C(CCC)C1C(N(C(CN1)C)C(=O)[O-])(C)C1=NC(=NC(=C1[N+](=O)[O-])CC1(CCCC2=CC=CC=C12)C(=O)OC)Cl